NC=1N=C(C2=C(N1)C=CN(C2=O)CC2=CC=C(C=C2)C(=O)N2CCNCC2)N[C@@](CO)(CCCC)C (R)-2-amino-4-((1-hydroxy-2-methylhexan-2-yl)amino)-6-(4-(piperazine-1-carbonyl)benzyl)pyrido[4,3-d]pyrimidin-5(6H)-one